6-[[4-(chloromethyl)phenyl]methyl]-N-[4-[(3S)-3-phenylisoxazolidin-2-yl]-5-(trifluoromethyl)pyrimidin-2-yl]-7,8-dihydro-5H-1,6-naphthyridin-2-amine ClCC1=CC=C(C=C1)CN1CC=2C=CC(=NC2CC1)NC1=NC=C(C(=N1)N1OCC[C@H]1C1=CC=CC=C1)C(F)(F)F